Cl.CC(C(=O)NN)(C([2H])([2H])[2H])C([2H])([2H])[2H] 2-methyl-2-(methyl-d3)propionohydrazide-3,3,3-d3 hydrochloride